5-amino-8-(furan-2-yl)-3-(2-(4-(3-(2-hydroxyethoxy)phenyl)piperazin-1-yl)ethyl)thiazolo[5,4-e][1,2,4]triazolo[1,5-c]pyrimidin-2(3H)-one NC1=NC2=C(C=3N1N=C(N3)C=3OC=CC3)SC(N2CCN2CCN(CC2)C2=CC(=CC=C2)OCCO)=O